NC(C(O)N)O 1,2-diaminoethane-1,2-diol